6-[(5S)-5-[2-[(4-fluoro-3-methyl-6,7-dihydro-5H-cyclopenta[c]pyridin-6-yl)methylamino]ethyl]-2-oxo-1,3-oxazolidin-3-yl]-4H-pyrazino[2,3-b][1,4]oxazin-3-one FC=1C2=C(C=NC1C)CC(C2)CNCC[C@H]2CN(C(O2)=O)C2=NC1=C(OCC(N1)=O)N=C2